4-[(2R)-3-(3,4-dihydro-1H-isoquinolin-2-yl)-2-hydroxy-propyl]-8-(1,5-dimethylpyrazole-4-yl)-2,3-dihydro-1,4-benzoxazepine-5-one C1N(CCC2=CC=CC=C12)C[C@H](CN1CCOC2=C(C1=O)C=CC(=C2)C=2C=NN(C2C)C)O